(4'-propoxybenzylidene)-1-propylsorbitol C(CC)OC1=CC=C(C=C([C@H]([C@H]([C@@H]([C@H](C(O)CCC)O)O)O)O)O)C=C1